COCCN(C=1N=C(C2=C(N1)C(=NC(=N2)N(CCOC)CCOC)N2CC1=C(CC2)ON=C1)N1CC(N(CC1)C)=O)CCOC 4-(2,6-bis(bis(2-methoxyethyl)amino)-8-(6,7-dihydroisoxazolo[4,5-c]pyridin-5(4H)-yl)pyrimido[5,4-d]pyrimidin-4-yl)-1-methylpiperazin-2-one